9-(3,5-diphenoxyphenyl)-9-phenyl-9H-tribenzo[b,d,f]silepine O(C1=CC=CC=C1)C=1C=C(C=C(C1)OC1=CC=CC=C1)[Si]1(C2=C(C3=C(C4=C1C=CC=C4)C=CC=C3)C=CC=C2)C2=CC=CC=C2